CN1C(N(CC1)C)=O (S)-1,3-Dimethyl-2-oxo-imidazolidine